FC(C=1C(=C(C=CC1)[C@@H](C)NC=1C2=C(N=C(N1)C)C=NC(=C2)N2CCC(CC2)(C#N)C)F)F 1-[4-({(1R)-1-[3-(difluoromethyl)-2-fluorophenyl]ethyl}amino)-2-methylpyrido[3,4-d]pyrimidin-6-yl]-4-methylpiperidine-4-carbonitrile